C(C)(C)(C)C=1C=CC2=C(N=C(O2)C=2SC(=CC2)C=2OC3=C(N2)C=C(C=C3)C(C)(C)C)C1 5-tert-butyl-2-[5-(5-tert-butyl-1,3-benzoxazol-2-yl)thiophen-2-yl]-1,3-benzoxazole